3-[5-[(3-chloro-4-fluoro-phenyl)methyl]-2-oxo-benzo[cd]indol-1-yl]piperidine-2,6-dione ClC=1C=C(C=CC1F)CC=1C=CC=2C(N(C3=CC=CC1C23)C2C(NC(CC2)=O)=O)=O